Cytidine 3-monophosphate C1=CN(C(=O)N=C1N)[C@H]2[C@@H]([C@@H]([C@H](O2)CO)OP(=O)(O)O)O